4-methyl-5-(1-propionyl-5-(4-(pyrrolidin-1-yl)phenyl)-4,5-dihydro-1H-pyrazol-3-yl)thieno[2,3-b]pyridin-6(7H)-one CC=1C2=C(NC(C1C1=NN(C(C1)C1=CC=C(C=C1)N1CCCC1)C(CC)=O)=O)SC=C2